4-methyl-1-[2-(4-methylsulfonylpiperazin-1-yl)propyl]-5-[[2-[7-(2,2,2-trifluoroethyl)phthalazin-1-yl]-2,7-diazaspiro[3.5]nonan-7-yl]methyl]indole-2-carbonitrile CC1=C2C=C(N(C2=CC=C1CN1CCC2(CN(C2)C2=NN=CC3=CC=C(C=C23)CC(F)(F)F)CC1)CC(C)N1CCN(CC1)S(=O)(=O)C)C#N